FC1=C(C(=O)NCC=2C=NC(=C(C2)F)OC)C=C(C=C1)C1=NC=CC=C1CO 2-Fluoro-N-((5-fluoro-6-methoxypyridin-3-yl)methyl)-5-(3-(hydroxymethyl)pyridin-2-yl)benzamide